ethyl 3-(4-chlorophenyl)-2,2-difluoropropanoate ClC1=CC=C(C=C1)CC(C(=O)OCC)(F)F